tert-Butyl (R)-4-(4-(5-amino-6-((2-((4-fluorophenyl)amino)-2-oxo-1-phenylethyl)carbamoyl)pyrazin-2-yl)-1H-pyrazol-1-yl)piperidine-1-carboxylate NC=1N=CC(=NC1C(N[C@@H](C(=O)NC1=CC=C(C=C1)F)C1=CC=CC=C1)=O)C=1C=NN(C1)C1CCN(CC1)C(=O)OC(C)(C)C